FC1=C(C(=CC(=C1)F)F)B(O)O 2,4,6-TRIFLUOROPHENYLBORONIC ACID